N-[(4-Chlorophenyl)-methyl]-3-isopropyl-5-morpholin-4-yl-pyrazine-2-carboxylic acid amide ClC1=CC=C(C=C1)CNC(=O)C1=NC=C(N=C1C(C)C)N1CCOCC1